BrC1=C(C=C2C(N(C=NC2=C1)CC(C[C@H]1N(CCC[C@@H]1OC(N)=O)C(=O)OC(C)(C)C)=O)=O)Cl tert-butyl (2R,3S)-2-(3-(7-bromo-6-chloro-4-oxoquinazolin-3(4H)-yl)-2-oxopropyl)-3-(carbamoyloxy)piperidine-1-carboxylate